S=C1NC(C2=C(N1CC1=NC=CC=C1[C@H]1NCC[C@H](C1)C(F)(F)F)C=CN2)=O 2-Thioxo-1-((3-((2S,4R)-4-(trifluoromethyl)piperidin-2-yl)pyridin-2-yl)methyl)-1,2,3,5-tetrahydro-4H-pyrrolo[3,2-d]pyrimidin-4-one